N,N'-bis(aminoethyl)ethylenediamine NCCNCCNCCN